4-methylbicyclo-[2.2.2]oct-2-ene-1-carboxylate CC12C=CC(CC1)(CC2)C(=O)[O-]